N-(3-methoxy-4-{[3-(4-{[(1R,4R)-4-(dimethyl-amino)cyclohexyl]amino}-1-(2,2,2-trifluoroethyl)-1H-indol-2-yl)prop-2-yn-1-yl]amino}benzenesulfonyl)acetamide COC=1C=C(C=CC1NCC#CC=1N(C2=CC=CC(=C2C1)NC1CCC(CC1)N(C)C)CC(F)(F)F)S(=O)(=O)NC(C)=O